saccharic acid calcium salt [Ca+2].[O-]C(=O)[C@H](O)[C@@H](O)[C@H](O)[C@H](O)C(=O)[O-]